6,7-Dimethoxy-N-(3-Methoxy-5-(1-methyl-1H-pyrazol-5-yl)phenyl)quinolin-4-amine COC=1C=C2C(=CC=NC2=CC1OC)NC1=CC(=CC(=C1)C1=CC=NN1C)OC